3-chloro-N-(5-chloro-6-(2H-1,2,3-triazol-2-yl)pyridin-3-yl)-4'-fluoro-[1,1'-biphenyl]-4-carboxamide ClC=1C=C(C=CC1C(=O)NC=1C=NC(=C(C1)Cl)N1N=CC=N1)C1=CC=C(C=C1)F